(2-(1-methyl-6-oxo-1,6-dihydropyridin-3-yl)tetrahydro-2H-pyran-4-yl)zinc(II) bromide [Br-].CN1C=C(C=CC1=O)C1OCCC(C1)[Zn+]